C(C)OC(CC(=NN1C(CCC1)=O)C1=NC(=CC=C1)C)=O 3-(6-methylpyridin-2-yl)-3-((2-oxopyrrolidin-1-yl)imino)propionic acid ethyl ester